ClC1=C(C=2N=C(N=C(C2C=N1)N1C[C@@H]2C([C@@H]2C1)N)OC[C@]12CCCN2C[C@@H](C1)F)F (1R,5S,6S)-3-(7-Chloro-8-fluoro-2-(((2R-7aS)-2-fluorohexahydro-1H-pyrrolizin-7a-yl)methoxy)pyrido[4,3-d]pyrimidin-4-yl)-3-azabicyclo[3.1.0]hexan-6-amine